(1aR,5aR)-2-(2,4-Difluoro-phenyl)-1a,2,5,5a-tetrahydro-1H-2,3-diaza-cyclopropa[a]pentalene-4-carboxylic acid (2-chloro-pyridin-3-yl)-amide ClC1=NC=CC=C1NC(=O)C=1C=2C[C@@H]3[C@H](C2N(N1)C1=C(C=C(C=C1)F)F)C3